Cl.CCC(CC)N Pentan-3-amine hydrochloride